N-(4-([1,2,4]triazolo[1,5-a]pyridin-7-yloxy)-3-methylphenyl)-5-(((1R,3s,5S)-8-methyl-8-azabicyclo[3.2.1]octan-3-yl)oxy)quinazolin-4-amine N=1C=NN2C1C=C(C=C2)OC2=C(C=C(C=C2)NC2=NC=NC1=CC=CC(=C21)OC2C[C@H]1CC[C@@H](C2)N1C)C